3-azido-2-(benzyl-seleno)-N-(2-cyanophenyl)-2-methylpropanamide N(=[N+]=[N-])CC(C(=O)NC1=C(C=CC=C1)C#N)(C)[Se]CC1=CC=CC=C1